4-(2-hydroxypropan-2-yl)-N'-((2-isopropyl-6,7-dihydro-5H-cyclopenta[b]pyridin-4-yl)carbamoyl)thiophene-2-sulfonimidamide OC(C)(C)C=1C=C(SC1)S(=O)(N)=NC(NC1=C2C(=NC(=C1)C(C)C)CCC2)=O